4-(N,N-dimethylamino)phenethyl alcohol CN(C)C1=CC=C(CCO)C=C1